O=S1(CCN(CC1)C[C@@H](C(C)C)N1CC(C1)C=1C=C(C=2N(C1)C(=NC2)C)C2=C(C(=O)N(C(C)C)CC)C=C(C=C2)F)=O 2-(6-{1-[(2R)-1-(1,1-dioxo-thiomorpholin-4-yl)-3-methylbutan-2-yl]azetidin-3-yl}-3-methylimidazo[1,5-a]pyridin-8-yl)-N-ethyl-5-fluoro-N-(isopropyl)benzamide